1-phenylethan-1-aminium C1(=CC=CC=C1)C(C)[NH3+]